FC=1C=C2C(=C(NC2=C(C1)F)C1=CC=C(C=C1)F)CCNC(=O)OCC1(CC1)C(=O)O [2-[5,7-difluoro-2-(4-fluorophenyl)-1H-indol-3-yl]ethylcarbamoyloxy-methyl]cyclopropanecarboxylic acid